ClC=1C=C(N=NC1C)C=1C(NC(NC1)=O)=O 5-(5-chloro-6-methyl-pyridazin-3-yl)-1H-pyrimidine-2,4-dione